N-methyl-5-((1-(4-(trifluoromethyl)phenyl)-1H-1,2,4-triazol-3-yl)amino)picolinamide CNC(C1=NC=C(C=C1)NC1=NN(C=N1)C1=CC=C(C=C1)C(F)(F)F)=O